1,2,4-Trihydroxyl-anthraquinone OC1=C(C=C(C=2C(C3=CC=CC=C3C(C12)=O)=O)O)O